8'-methyl-6'-((trimethylsilyl)ethynyl)-2'H-spiro[cyclohexane-1,3'-imidazo[1,5-a]pyridine]-1',5'-dione CC1=C2N(C(C(=C1)C#C[Si](C)(C)C)=O)C1(NC2=O)CCCCC1